3-((4-methylphenyl)sulfonylamino)benzoic acid CC1=CC=C(C=C1)S(=O)(=O)NC=1C=C(C(=O)O)C=CC1